C(C)(C)(C)C=1C=C(C=CC1F)C=1N=NC=C2C1SC=C2 7-(3-(tert-butyl)-4-fluorophenyl)thieno[2,3-d]pyridazin